C(C)(C)(C)OC(=O)N1CC(C1)C1=CC=C(C=C1)N 3-(4-aminophenyl)azetidine-1-carboxylic acid tert-butyl ester